N'-[5-bromo-2-methyl-6-(1-methyl-2-propoxy-ethoxy)-3-pyridinyl]-N-ethyl-N-methyl-formamidine BrC=1C=C(C(=NC1OC(COCCC)C)C)N=CN(C)CC